ClC1=C(C=NN1C([2H])([2H])[2H])S(=O)(=O)Cl 5-chloro-1-(methyl-d3)-1H-pyrazole-4-sulfonyl chloride